OC=1C=C(CO[C@@H]([C@@H](C(=O)NC)NC(OC(C)(C)C)=O)C)C=CC1 tert-butyl ((2S,3R)-3-((3-hydroxybenzyl)oxy)-1-(methylamino)-1-oxobutan-2-yl)carbamate